C1(CC1)NC(CCCC=1N=C(N(C1)C1=CC=CC=C1)C1=C(C(=O)N)C=CC=C1C=1C=NN(C1)C(C)(C)OCC)=O (4-(4-(cyclopropylamino)-4-oxobutyl)-1-phenyl-1H-imidazol-2-yl)-3-(1-(2-ethoxyprop-2-yl)-1H-pyrazol-4-yl)benzamide